(4-(benzylthio)phenyl)-3-phenylpropane-1,2-diamine C(C1=CC=CC=C1)SC1=CC=C(C=C1)C(C(CC1=CC=CC=C1)N)N